potassium pyrrolinate N1(C=CCC1)C(=O)[O-].[K+]